4-(4-(3-(4-Methoxybenzyl)-2,4-dioxotetrahydropyrimidin-1(2H)-yl)phenoxy)butanal COC1=CC=C(CN2C(N(CCC2=O)C2=CC=C(OCCCC=O)C=C2)=O)C=C1